ClC=1C(=NC(=NC1)NC1CCOCC1)C1=CC=C2CN(C(C2=C1)=O)CC(=O)N[C@H](C)C1=CC(=CC=C1)C=O (R)-2-(6-(5-chloro-2-((oxacyclohexan-4-yl)amino)pyrimidin-4-yl)-1-oxoisoindolin-2-yl)-N-(1-(3-formylphenyl)ethyl)acetamide